methyl-3',4'-dihydro-[2,6'-biquinolin]-2'(1'h)-one CC=1C(=NC2=CC=CC=C2C1)C=1C=C2CCC(NC2=CC1)=O